ClC1=CC(=C(C=C1)C1(CC1)C(=O)NC=1C=CC(=C(C(=O)O)C1)C=1C=NC(=CC1)C(CC)(F)F)F 5-({[1-(4-Chloro-2-fluorophenyl)cyclopropyl]carbonyl}amino)-2-[6-(1,1-difluoropropyl)pyridin-3-yl]benzoic acid